9-(diethylamino)-4-decyl-5-oxo-5H-pyrido[3,2-a]phenoxazin-4-ium iodide [I-].C(C)N(C=1C=C2OC3=CC(C4=C(C3=NC2=CC1)C=CC=[N+]4CCCCCCCCCC)=O)CC